N-(4-{[6-(5-chloro-2-fluorophenyl)-3-[methyl(4,4,4-trifluoro-3-hydroxybutyl)amino]pyridazin-4-yl]amino}pyridin-2-yl)-2-[(1S,4S)-5-methyl-2,5-diaza-bicyclo[2.2.1]heptan-2-yl]-acetamide ClC=1C=CC(=C(C1)C1=CC(=C(N=N1)N(CCC(C(F)(F)F)O)C)NC1=CC(=NC=C1)NC(CN1[C@@H]2CN([C@H](C1)C2)C)=O)F